BrC=1C=CC(=C(C1)CN)F (5-bromo-2-fluorophenyl)methylamine